3-([2-(PYRROLIDIN-1-YL)PHENYL]CARBAMOYL)PROPANOIC ACID N1(CCCC1)C1=C(C=CC=C1)NC(=O)CCC(=O)O